5-(methoxymethyl)-3-(methoxymethyl)-1-phenyl-1H-benzo[g]indazole COCC=1C=C2C(=NN(C2=C2C1C=CC=C2)C2=CC=CC=C2)COC